COC(C(C(C1=CC(=C(C=C1)C)CN1C[C@H](OC=2C(=C3C=CC=NC3=CC2)C1)CC)C1=C(C2=C(N(N=N2)C)C=C1)C)(C)C)=O 3-(1,4-dimethyl-1H-benzo[d][1,2,3]triazol-5-yl)-3-(3-(((R)-4-ethyl-3,4-dihydro-[1,4]oxazepino[6,7-f]quinolin-2(1H)-yl)methyl)-4-methylphenyl)-2,2-dimethylpropanoic acid methyl ester